C1(CC1)N1C(=NC2=C(C=C(C=C2C1=O)F)C(C)O)C1CCOCC1 3-cyclopropyl-6-fluoro-8-(1-hydroxyethyl)-2-(tetrahydro-2H-pyran-4-yl)quinazolin-4(3H)-one